3-(5-{[(4-Fluorophenyl)methyl]sulfanyl}-4-methyl-1H-pyrazol-3-yl)-1-[2-(morpholin-4-yl)-2-oxoethyl]pyrrolidin-2-on FC1=CC=C(C=C1)CSC1=C(C(=NN1)C1C(N(CC1)CC(=O)N1CCOCC1)=O)C